ClC=1C=C2C(=C3C4(NC(NC13)=O)CCCCC4)OC(=C2)C(=O)N2CCN(CC2)C2COC2 5'-chloro-2'-[4-(oxetan-3-yl)piperazine-1-carbonyl]-7',8'-dihydro-6'H-spiro[cyclohexane-1,9'-furo[2,3-f]quinazoline]-7'-one